3-(4-(methoxymethyl)thiazol-5-yl)cyclohex-2-en-1-one COCC=1N=CSC1C1=CC(CCC1)=O